2,3-dibromo-5-methoxy-4-(acetoxy)benzaldehyde BrC1=C(C=O)C=C(C(=C1Br)OC(C)=O)OC